C(C)N(CCNCCNC1=NC(=CC=N1)C)CC 2-(2-(2-(diethylamino)ethylamino)ethylamino)-6-methylpyrimidin